1-(4-(5-(chlorodifluoromethyl)-1,2,4-oxadiazol-3-yl)phenyl)-2-((cyclopropylmethyl)thio)ethan-1-one ClC(C1=NC(=NO1)C1=CC=C(C=C1)C(CSCC1CC1)=O)(F)F